O1CCN(CC1)CC[C@H](CSC1=CC=CC=C1)NC1=C(C=C(C=C1)S(=O)(=O)NC(C1=CC=CC=C1)=O)S(=O)(=O)C(F)(F)F N-(4-((R)-4-morpholino-1-(phenylthio)butan-2-ylamino)-3-(trifluoromethylsulfonyl)phenylsulfonyl)benzamide